OCC[C@@H](C)NC=1C=CC2=C(OC3(C=NS2(=O)=O)CCOCC3)N1 7'-(((R)-4-Hydroxybutan-2-yl)amino)-1',1'-dioxido-2,3,5,6-tetrahydrospiro[pyran-4,4'-pyrido[2,3-b][1,4,5]oxathiazepin]